4,4'-((5-(ETHYLCARBAMOYL)-1,3-PHENYLENE)BIS(1H-1,2,3-TRIAZOLE-1,4-DIYL))BIS(2-(TRIFLUOROMETHYL)BENZOIC ACID) C(C)NC(=O)C=1C=C(C=C(C1)N1N=NC(=C1)C1=CC(=C(C(=O)O)C=C1)C(F)(F)F)N1N=NC(=C1)C1=CC(=C(C(=O)O)C=C1)C(F)(F)F